N-[4-(3-anilino-5-methyl-4-oxo-4,5,6,7-tetrahydro-1H-pyrrolo[3,2-c]pyridin-2-yl)pyridin-2-yl]-2-(4-fluorophenyl)propanamide N(C1=CC=CC=C1)C1=C(NC2=C1C(N(CC2)C)=O)C2=CC(=NC=C2)NC(C(C)C2=CC=C(C=C2)F)=O